CC(C)(C)S(=O)N=C(C)C1=C(C(=CC(=C1)[N+](=O)[O-])C(F)(F)F)C 2-methyl-N-(1-(2-methyl-5-nitro-3-(trifluoromethyl)phenyl)ethylidene)propane-2-sulfinamide